FC1=CC=C(C=C1)C1=CC=C(C=C1)C=1N=C(SC1C)N1CC(OCC1)C(=O)OC methyl 4-(4-(4'-fluorobiphenyl-4-yl)-5-methylthiazol-2-yl)morpholine-2-carboxylate